6-(2,7-dimethyl-2H-indazol-5-yl)-N-(piperidin-4-yl)[1,3]thiazolo[4,5-b]pyridin-2-amine hydrochloride Cl.CN1N=C2C(=CC(=CC2=C1)C=1C=C2C(=NC1)N=C(S2)NC2CCNCC2)C